N[C@@H](CC(C)C)C(=O)N[C@H]1[C@@H](O[C@@H]([C@H]([C@@H]1O)O)CO)[N-]C(C(CCCCCCCCCC)CCCCCCCCCCCCCCCCCC)=O N-(2-deoxy-2-L-leucinylamino-β-D-glucopyranosyl)-N-octadecyldodecanoyl-amide